CN1C=CC2=C1C(NC=1C=C(C=CC21)C(=O)OC)=O methyl 3-methyl-4-oxo-5H-pyrrolo[2,3-c]quinoline-7-carboxylate